C(C)NC(C(CCCC(=O)N)=O)=O N6-ethyl-5-oxohexanediamide